NC1=NC=CC2=C(C=CC=C12)C=1C=C2C(CC3(CCN(CC3)C(=O)OC)C2=CC1)OC1=C(C=CC(=C1)OC)CC(=O)O 2-(2-((5-(1-aminoisoquinolin-5-yl)-1'-(methoxycarbonyl)-2,3-dihydrospiro[inden-1,4'-piperidin]-3-yl)oxy)-4-methoxyphenyl)acetic acid